N-(3,5-bis(trifluoromethyl)phenyl)-6-(trifluoromethoxy)-1H-benzo[d]imidazole-amine FC(C=1C=C(C=C(C1)C(F)(F)F)NC1=NC2=C(N1)C=C(C=C2)OC(F)(F)F)(F)F